tert-butyl (R)-(2-(3-(1-(3-(8-chloroimidazo[1,2-a]pyrazin-6-yl)phenyl)ethyl)-3-ethylureido)ethyl)(3-hydroxypropyl)carbamate ClC=1C=2N(C=C(N1)C=1C=C(C=CC1)[C@@H](C)N(C(NCCN(C(OC(C)(C)C)=O)CCCO)=O)CC)C=CN2